P(O)(=S)(S)O[C@H]1C[C@@H](O[C@@H]1CO)N1C(=O)NC(=O)C=C1 2'-deoxyuridine-3'-phosphorodithioate